C1=C(C=CC2=CC=CC=C12)N1C2=CC=CC=C2C=2C=C(C=CC12)C1=CC(=CC(=C1)C=1C=NC2=CC=CC=C2C1)C=1C=NC2=CC=CC=C2C1 9-naphthalen-2-yl-3-(3,5-di-quinolin-3-yl-phenyl)-9H-carbazole